2-((2-(Dimethylamino)ethyl)(dodecyl)amino)-1-ethanol CN(CCN(CCO)CCCCCCCCCCCC)C